1-(5-chlorothiophene-2-yl)piperazine hydrochloride Cl.ClC1=CC=C(S1)N1CCNCC1